C(#N)C=1C=C(C=CC1OCC(C)C)C=1SC(=C(N1)C)C(=O)NC1=CC=C(C=C1)C#C 2-(3-Cyano-4-isobutoxyphenyl)-N-(4-ethynylphenyl)-4-methylthiazole-5-carboxamide